NNC(NN)=N.NNC(NN)=N.OC=1C(=C(N)C(=C(C1[N+](=O)[O-])O)[N+](=O)[O-])[N+](=O)[O-] 3,5-dihydroxy-2,4,6-trinitroaniline bis-diaminoguanidine salt